C(#N)C1=C(C=CC(=C1)F)[C@@H]([C@@H](C)C=1N(C(C(=C(N1)C(=O)NC=1C=NOC1)O)=O)C)C=1C(=NN(C1)CC)C 2-((1r,2r)-1-(2-cyano-4-fluorophenyl)-1-(1-ethyl-3-methyl-1H-pyrazol-4-yl)propan-2-yl)-5-hydroxy-N-(isoxazol-4-yl)-1-methyl-6-oxo-1,6-dihydropyrimidine-4-carboxamide